bis(2,6-dimethoxybenzoyl)-2,4,4-trimethylpentyl-phosphorus oxide COC1=C(C(=O)P(CC(CC(C)(C)C)C)(C(C2=C(C=CC=C2OC)OC)=O)=O)C(=CC=C1)OC